Br.BrC1=CC=CC(=N1)C(=O)C1CCN(CC1)C (6-Bromo-2-pyridinyl)-(1-methyl-4-piperidinyl)methanone hydrobromide